Methyl (S)-4-amino-5-((2-fluorobenzoyl-4-chlorophenyl)amino)-5-oxopentanoate N[C@@H](CCC(=O)OC)C(=O)NC1=C(C=C(C=C1)Cl)C(C1=C(C=CC=C1)F)=O